C(C)(C)(C)OC(=O)N1CC(CCC1)(CC=1N=NC(=CC1)C1=C(C=C(C=C1)C(F)(F)F)OC)O.C1(=CC=CC=C1)C(=O)C1=NNC(=C1C1=C(C=CC2=CC=CC=C12)C1=CC=CC=C1)C1=CC=CC=C1 phenyl-(5-phenyl-4-(2-phenylnaphthalen-1-yl)-1H-pyrazol-3-yl)methanone tert-butyl-3-hydroxy-3-((6-(2-methoxy-4-(trifluoromethyl)phenyl)pyridazin-3-yl)methyl)piperidine-1-carboxylate